[Cl-].[Cl-].C(CC)C1(C=CC=C1)[Zr+2]C1(C=CC=C1)CCC bis-(n-propylcyclopentadienyl)zirconium (IV) dichloride